2-amino-5-(4-bromo-benzyloxy)benzamide NC1=C(C(=O)N)C=C(C=C1)OCC1=CC=C(C=C1)Br